n-heptanol maleate C(\C=C/C(=O)O)(=O)O.C(CCCCCC)O